Ethyl (2RS)-2-[(6R)-6-fluoro-6,7-dihydro-5H-pyrrolo[1,2-c]imidazol-1-yl]-2-[6-iodo-1-oxo-4-(trifluoromethyl)isoindolin-2-yl]acetate F[C@@H]1CC=2N(C=NC2[C@H](C(=O)OCC)N2C(C3=CC(=CC(=C3C2)C(F)(F)F)I)=O)C1 |&1:8|